C(CCCCCCC\C=C/CCCCCCCC)SCC(CN(C)C)SCCCCCCCC\C=C/CCCCCCCC 1,2-dioleylthio-3-dimethylaminopropane